Methyl (S)-4-((tert-butoxycarbonyl)amino)-2-(((2,2,2-trichloroethoxy)carbonyl)amino)butanoate C(C)(C)(C)OC(=O)NCC[C@@H](C(=O)OC)NC(=O)OCC(Cl)(Cl)Cl